4-(2-((tert-butyldimethylsilyl)oxy)ethyl)-1H-pyrazole [Si](C)(C)(C(C)(C)C)OCCC=1C=NNC1